2-(6-(2,3-dihydro-1H-pyrrolo[2,3-c]pyridin-4-yl)pyridin-2-yl)-6-(isopropyl-(methyl)amino)-4-((methylamino)methyl)-2,3-dihydro-1H-pyrrolo[3,4-c]pyridin-1-one N1CCC=2C1=CN=CC2C2=CC=CC(=N2)N2CC=1C(=NC(=CC1C2=O)N(C)C(C)C)CNC